FC(CCOC=1C(=C(C=CC1F)C1=C(C=2N(C=C1)N=C(N2)N)F)F)(C(C)(O[Si](CC)(CC)CC)C2=CC=CC=C2)F 7-(3-((3,3-difluoro-4-phenyl-4-((triethylsilyl)oxy)pentyl)oxy)-2,4-difluorophenyl)-8-fluoro-[1,2,4]triazolo[1,5-a]pyridin-2-amine